BrCCC1=NC(=C(N=C1C)C)C 2-bromoethyl-3,5,6-trimethylpyrazine